4-(2,6-di(9'H-[9,3':6',9''-tercarbazol]-9'-yl)-3,5-diphenylpyridin-4-yl)benzonitrile C1=CC=CC=2C3=CC=CC=C3N(C12)C=1C=CC=2N(C3=CC=C(C=C3C2C1)N1C2=CC=CC=C2C=2C=CC=CC12)C1=NC(=C(C(=C1C1=CC=CC=C1)C1=CC=C(C#N)C=C1)C1=CC=CC=C1)N1C2=CC=C(C=C2C=2C=C(C=CC12)N1C2=CC=CC=C2C=2C=CC=CC12)N1C2=CC=CC=C2C=2C=CC=CC12